2-(5-Methylpyridin-2-yl)morpholin-5,5-d2 CC=1C=CC(=NC1)C1CNC(CO1)([2H])[2H]